CC1CC(=O)NCCC1 3-methylcaprolactam